(1R,3R)-1-[3,5-difluoro-4-[1-(5-fluoropentyl)azetidin-3-yl]oxy-phenyl]-2-(2-fluoro-2-methyl-propyl)-3-methyl-1,3,4,9-tetrahydropyrido[3,4-b]indole FC=1C=C(C=C(C1OC1CN(C1)CCCCCF)F)[C@H]1N([C@@H](CC2=C1NC1=CC=CC=C21)C)CC(C)(C)F